1-Acetyl-3-aminoazetidine-3-carboxylic acid methyl ester COC(=O)C1(CN(C1)C(C)=O)N